N1C=C(C2=CC=CC=C12)C[C@@H]1N(C[C@@H](N(C[C@@H](N(C[C@@H](N(C1)CC(=O)O)CC1=CNC2=CC=CC=C12)CC(=O)O)CC1=CNC2=CC=CC=C12)CC(=O)O)CC1=CNC2=CC=CC=C12)CC(=O)O 2,2',2'',2'''-((2S,5S,8S,11S)-2,5,8,11-tetrakis((1H-indol-3-yl)methyl)-1,4,7,10-tetraazacyclododecane-1,4,7,10-tetrayl)tetraacetic acid